5-[[1-[acetyl(difluoromethylsulfonyl)amino]cyclopropyl]methoxy]-2-chloro-N-cyclopropyl-pyridine-3-carboxamide C(C)(=O)N(C1(CC1)COC=1C=C(C(=NC1)Cl)C(=O)NC1CC1)S(=O)(=O)C(F)F